Cl.Cl.C1(=CC=CC=C1)[C@H](CC=C)N (S)-1-phenylbut-3-en-1-amine dihydrochloride